CN1CCN(CC1)CCNC1=NC(=NC2=CC=CC=C12)NCCC1=CC=CC=C1 N4-(2-(4-methylpiperazin-1-yl)ethyl)-N2-phenethylquinazoline-2,4-diamine